N-(4,4-difluorocyclohexyl)-5-(3-(2-methoxyethyl)-2-methyl-3H-imidazo[4,5-b]pyridin-5-yl)pyrrolo[2,1-f][1,2,4]triazin-2-amine FC1(CCC(CC1)NC1=NN2C(C=N1)=C(C=C2)C2=CC=C1C(=N2)N(C(=N1)C)CCOC)F